C(C)C1=C(C=C2C=C(N=CC2=C1)NC(=O)[C@@H]1CC12CCOCC2)N2CCN(CC2)[C@@]2(COC[C@@H]2O)C (R)-N-(7-ethyl-6-(4-(4-(3R,4R)-hydroxy-3-methyltetrahydrofuran-3-yl)piperazin-1-yl)isoquinolin-3-yl)-6-oxaspiro[2.5]octane-1-carboxamide